Cl.Cl.Cl.NC1=NC(=C(C=C1N)N)N 2,3,5,6-tetraaminopyridine tri-hydrochloride